C=1(C(=CC=CC1)/C/1=C/C(=O)OC1=O)OC trans-anisole-maleic anhydride